4-(1-(2-hydroxyacetyl)indolin-5-yl)-N-(pyridin-3-ylmethyl)benzamide OCC(=O)N1CCC2=CC(=CC=C12)C1=CC=C(C(=O)NCC=2C=NC=CC2)C=C1